FC=1C(=NC=NC1F)N1N=C(C=C1)NC(C1=C(C=CC=C1)C(F)(F)F)=O N-[1-(5,6-Difluoropyrimidin-4-yl)-1H-pyrazol-3-yl]-2-(trifluoromethyl)benzamide